[Na+].COC=1C=C(C=CC1)C1=CC(=CC=C1OC)[C@H](CC(=O)[O-])NC(=O)NC1C(N(C=CC1=O)C)=O (S)-3-(3',6-dimethoxybiphenyl-3-yl)-3-(3-(1-methyl-4-oxo-2-oxo-1,2-dihydropyridin-3-yl)ureido)propanoic acid sodium salt